OC(C#C[Si](C(C)C)(C(C)C)C(C)C)(C#C\C(=C/C=O)\C1=CC=C(C=C1)OC)C1=CC=C(C#N)C=C1 (Z)-4-(3-hydroxy-6-(4-methoxyphenyl)-8-oxo-1-(triisopropylsilyl)oct-6-en-1,4-diyn-3-yl)benzonitrile